4-(Azidomethyl)-1-((2-chloro-2'-methoxy-[1,1'-biphenyl]-4-yl)methyl)piperidine N(=[N+]=[N-])CC1CCN(CC1)CC1=CC(=C(C=C1)C1=C(C=CC=C1)OC)Cl